3-(4-((4-(5-((3-Benzyl-9-methyl-4H,6H-thieno[2,3-e][1,2,4]triazolo[3,4-c][1,4]oxazepin-2-yl)ethynyl)pyridin-2-yl)butyl)amino)-6-fluoro-1-oxoisoindolin-2-yl)piperidin-2,6-dion C(C1=CC=CC=C1)C1=C(SC=2N3C(COCC21)=NN=C3C)C#CC=3C=CC(=NC3)CCCCNC3=C2CN(C(C2=CC(=C3)F)=O)C3C(NC(CC3)=O)=O